C12C=CC(CC1)C2.C(C)(C)SP(=S)(OC(C)C)O Diisopropyl-dithiophosphate-norbornene